NC=1C=C(C=C(C1)C(F)(F)F)[C@@H](C)NC=1C2=C(N=C(N1)C)C=NC(=C2)C=2CCN(CC2)C(=O)OC(C)(C)C tert-Butyl (R)-4-(4-((1-(3-amino-5-(trifluoromethyl)phenyl)ethyl)amino)-2-methylpyrido[3,4-d]pyrimidine-6-yl)-3,6-dihydropyridine-1(2H)-carboxylate